(S)-7'-isopropyl-2'-((R)-3-methylmorpholino)-7'H-spiro[cyclopropane-1,6'-pyrazolo[1,5-a]pyrazin]-4'(5'H)-one C(C)(C)[C@H]1C2(NC(C=3N1N=C(C3)N3[C@@H](COCC3)C)=O)CC2